2-nitroimidazole carbamate C(N)(O)=O.[N+](=O)([O-])C=1NC=CN1